N1C=CC=2C1=NC=CC2SC2=CN=C(N(C2=O)C)N2CCC1(CCC[C@H]1N[S@](=O)C(C)(C)C)CC2 (R)-N-((R)-8-(5-((1H-pyrrolo[2,3-b]pyridin-4-yl)thio)-1-methyl-6-oxo-1,6-dihydropyrimidin-2-yl)-8-azaspiro[4.5]decan-1-yl)-2-methylpropane-2-sulfinamide